1-chloro-2-fluoro-3-iodo-4-(trifluoromethyl)benzene ClC1=C(C(=C(C=C1)C(F)(F)F)I)F